O1CCOC2=C1C=CC(=C2)C2=C(C#N)C(=CC=C2)N2CCC(CC2)NC[C@H]2[C@H](CCCC2)O 2-(2,3-dihydro-1,4-benzodioxin-6-yl)-6-[4-({[cis-2-hydroxycyclohexyl]methyl}amino)piperidin-1-yl]benzonitrile